1,1,3-Tris(2'-methyl-4'-hydroxy-5'-t-butylphenyl)butane CC1=C(C=C(C(=C1)O)C(C)(C)C)C(CC(C)C1=C(C=C(C(=C1)C(C)(C)C)O)C)C1=C(C=C(C(=C1)C(C)(C)C)O)C